[5-(4-chlorobenzamido)-2-[(4-chlorophenyl)methyl]-3-oxo-1,2,4-thiadiazolidin-4-yl]methyl (2S)-2-(2-{[(tert-butoxy)carbonyl]amino}-3-methylbutanamido)-3-methylbutanoate C(C)(C)(C)OC(=O)NC(C(=O)N[C@H](C(=O)OCN1C(N(SC1NC(C1=CC=C(C=C1)Cl)=O)CC1=CC=C(C=C1)Cl)=O)C(C)C)C(C)C